6-chloro-N-(2,4-dichloropyrimidin-5-yl)-1H-indole-3-sulfonamide ClC1=CC=C2C(=CNC2=C1)S(=O)(=O)NC=1C(=NC(=NC1)Cl)Cl